(R)-2-chloro-N,N-dimethyl-4-(1'-(3,3,3-trifluoro-2-hydroxy-2-phenylpropanoyl)-1,4'-bipiperidin-4-ylamino)benzamide ClC1=C(C(=O)N(C)C)C=CC(=C1)NC1CCN(CC1)C1CCN(CC1)C([C@@](C(F)(F)F)(C1=CC=CC=C1)O)=O